N-(5-((6-((R)-3-(3,5-difluorophenyl)isoxazolidine-2-yl)pyrimidine-4-yl)amino)-2-(4-((1S,4S)-5-ethyl-2,5-diazabicyclo[2.2.1]heptane-2-yl)piperidine-1-yl)-4-methoxyphenyl)acrylamide FC=1C=C(C=C(C1)F)[C@@H]1N(OCC1)C1=CC(=NC=N1)NC=1C(=CC(=C(C1)NC(C=C)=O)N1CCC(CC1)N1[C@@H]2CN([C@H](C1)C2)CC)OC